CN(CCCCC=C(CCCCCCCCC=CCC=CCCCCC)CCCCCCCC\C=C/C\C=C/CCCCC)C N,N-dimethyl-6-((9Z,12Z)-octadeca-9,12-dien-1-yl)tetracosa-5,15,18-trien-1-amine